3-phenyl-1-(o-tolyl)prop-2-en-1-one C1(=CC=CC=C1)C=CC(=O)C1=C(C=CC=C1)C